BrC1=C(C2=CC=CC=C2C=C1)C1=NC(=NC(=N1)C1=CC=CC=C1)C1=CC=CC=C1 (2-bromonaphthalen-1-yl)-4,6-diphenyl-1,3,5-triazine